[N+](=O)([O-])[N+]1=CN([C@H]2[C@H](O)[C@H](O)[C@@H](CO)O2)C=2N=C(NC(C12)=O)N 7-(nitro)guanosine